1-(bicyclo[1.1.1]pentan-1-yl)-4-(((1R,5S,6s)-3-(tert-butoxycarbonyl)-3-azabicyclo[3.1.0]hexan-6-yl)amino)-6-oxo-1,6-dihydropyridine-3-carboxylic acid C12(CC(C1)C2)N2C=C(C(=CC2=O)NC2[C@@H]1CN(C[C@H]21)C(=O)OC(C)(C)C)C(=O)O